O1C(OCC1)C1=CC(=C(C=O)C(=C1)F)F 4-(1,3-dioxolan-2-yl)-2,6-difluorobenzaldehyde